FC(C1=CC2=C(C(=N1)C1=C(C=CC=C1)OCC(F)(F)F)CN(C2=O)C2=CC=C(C=C2)C(C)(C)O)F 6-(difluoromethyl)-2-[4-(2-hydroxypropan-2-yl)phenyl]-4-[2-(2,2,2-trifluoroethoxy)phenyl]-2,3-dihydro-1H-pyrrolo[3,4-c]pyridin-1-one